2-[1-[2-(1H-pyrazol-4-ylamino)-[1,2,4]triazolo[1,5-a]pyridin-8-yl]-3-[4-(trifluoromethyl)pyrazol-1-yl]azetidin-3-yl]acetonitrile N1N=CC(=C1)NC1=NN2C(C(=CC=C2)N2CC(C2)(N2N=CC(=C2)C(F)(F)F)CC#N)=N1